3-(trifluoromethyl)-6,7,8,9-tetrahydropyrido[3,2-b]indolizin FC(C1=CC=2C=C3CCCCN3C2N=C1)(F)F